oleic acid N-dodecylamide C(CCCCCCCCCCC)NC(CCCCCCC\C=C/CCCCCCCC)=O